5-(1-anthraceneoxycarbonyl)-7-oxo-bicyclo[2.2.1]Hept-2-ene C1(=CC=CC2=CC3=CC=CC=C3C=C12)OC(=O)C1C2C=CC(C1)C2=O